CC(C)C1=C2C=C(NC2=CC=C1)C(=O)O 4-(propan-2-yl)-1H-indole-2-carboxylic acid